FC=1C=C(C=CC1)CCCCN1C(N(C2=C1C=CC=C2)C2CCN(CC2)C(=O)OC(C)(C)C)=O tert-butyl 4-(3-(4-(3-fluorophenyl)butyl)-2-oxo-2,3-dihydro-1H-benzo[d]imidazol-1-yl)piperidine-1-carboxylate